tert-butyl-2-fluoro-4-iodo-6-nitropyridin-3-ol C(C)(C)(C)C=1C(=C(C(=NC1[N+](=O)[O-])F)O)I